NC=1C=C2C=CC(=CC2=CC1)CN 6-amino-2-naphthylmethaneamine